COC1=CC=C(COC=2N=CC3=CC(=CC=C3C2C)N=C(C2=CC=CC=C2)C2=CC=CC=C2)C=C1 N-(3-((4-methoxybenzyl)oxy)-4-methylisoquinolin-7-yl)-1,1-diphenylmethanimine